(5-(hydroxymethyl)-1,3-phenylene)bis(methylene) bis(4,4-bis(((Z)-oct-5-en-1-yl)oxy)butanoate) C(CCC\C=C/CC)OC(CCC(=O)OCC1=CC(=CC(=C1)CO)COC(CCC(OCCCC\C=C/CC)OCCCC\C=C/CC)=O)OCCCC\C=C/CC